5-BROMO-3-METHYL-4-NITRO-1H-INDAZOLE BrC=1C(=C2C(=NNC2=CC1)C)[N+](=O)[O-]